5-(5-methyl-2-(5-methyl-6-(8-(2,2,2-trifluoroacetyl)-8-aza-bicyclo[3.2.1]octan-3-yl)pyridin-3-ylamino)pyrimidin-4-ylamino)benzo[d]oxazol-2(3H)-one CC=1C(=NC(=NC1)NC=1C=NC(=C(C1)C)C1CC2CCC(C1)N2C(C(F)(F)F)=O)NC=2C=CC1=C(NC(O1)=O)C2